4-(2-(2,4-difluorophenoxy)-5-(2-hydroxypropan-2-yl)phenyl)-N-ethyl-6-methyl-7-oxo-6,7-dihydrothieno[2,3-c]pyridine-2-carboxamide FC1=C(OC2=C(C=C(C=C2)C(C)(C)O)C=2C3=C(C(N(C2)C)=O)SC(=C3)C(=O)NCC)C=CC(=C1)F